1-(2-([2,3'-bipyridin]-6'-yloxy)ethyl)pyrrolidin-2-one N1=C(C=CC=C1)C=1C=NC(=CC1)OCCN1C(CCC1)=O